C1(CC1)CCS(=O)(=O)N 2-Cyclopropylethanesulfonamide